FC1=CC=C(C=C1)C#CC1=CC=C(C(=O)NCC2(CCCCC2)C)C=C1 4-((4-fluorophenyl)ethynyl)-N-((1-methylcyclohexyl)methyl)benzamide